COC=1C=C2CCN(CC2=CC1OC)C(=O)OC(C)(C)C Tert-butyl 6,7-dimethoxy-3,4-dihydroisoquinoline-2(1H)-carboxylate